2-((4,6-dichloropyrazolo[1,5-a]pyrazin-3-yl)oxy)ethane-1-amine ClC=1C=2N(C=C(N1)Cl)N=CC2OCCN